(-)-1-(3-(aminomethyl)phenyl)-N-(3-(3-cyclopropyl-1-hydroxy-1-phenylpropyl)phenyl)-3-(trifluoromethyl)-1H-pyrazole-5-carboxamide NCC=1C=C(C=CC1)N1N=C(C=C1C(=O)NC1=CC(=CC=C1)C(CCC1CC1)(C1=CC=CC=C1)O)C(F)(F)F